5-(1H-imidazol-1-yl)-2-(5-(((1R,3S,5S,6R)-6-methoxy-1,5-dimethyl-8-azabicyclo[3.2.1]octan-3-yl)oxy)-1,3,4-thiadiazol-2-yl)phenol N1(C=NC=C1)C=1C=CC(=C(C1)O)C=1SC(=NN1)O[C@H]1C[C@@]2(C[C@H]([C@](C1)(N2)C)OC)C